(3-amino-2-chloropyridin-4-yl)methanol NC=1C(=NC=CC1CO)Cl